1-(5-Fluoro-1H-pyrrolo[2,3-b]pyridin-6-yl)-7-methoxy-3-methyl-8-(1-methyl-1H-pyrazol-4-yl)-1,3-dihydroimidazo-[4,5-c]quinolin-2-one FC=1C=C2C(=NC1N1C(N(C=3C=NC=4C=C(C(=CC4C31)C=3C=NN(C3)C)OC)C)=O)NC=C2